N-{[(2R)-1,4-dioxan-2-yl]methyl}-2-{[(2S)-1,4-dioxan-2-yl]methyl}-4-methyl-8-(trifluoromethyl)-2H-furo[2,3-g]indazole-7-carboxamide O1[C@@H](COCC1)CNC(=O)C1=C(C2=C(C=C(C3=CN(N=C23)C[C@@H]2OCCOC2)C)O1)C(F)(F)F